thianthrenone C1=CC=CC=2S(C3=CC=CC=C3SC12)=O